2,6-di-tert-butyl-4-methylphenyl-benzyl-pentaerythritol diphosphite OP(O)OP(O)O.C(C)(C)(C)C1=C(C(=CC(=C1)C)C(C)(C)C)C(O)(C(CO)(CO)CO)CC1=CC=CC=C1